2-(2-(4-((2-oxa-7-azaspiro[3.5]non-7-yl)methyl)-1H-1,2,3-triazol-1-yl)ethoxy)ethan-1-amine C1OCC12CCN(CC2)CC=2N=NN(C2)CCOCCN